5-bromo-2-(bromomethyl)-4-chlorobenzoic acid methyl ester COC(C1=C(C=C(C(=C1)Br)Cl)CBr)=O